2-chloro-6-(furan-2-yl)aniline ClC1=C(N)C(=CC=C1)C=1OC=CC1